1-tert-butyl 2-methyl 4-bromopiperidine-1,2-dicarboxylate BrC1CC(N(CC1)C(=O)OC(C)(C)C)C(=O)OC